NC1=C(C=C(C=C1)Br)C1=C(C=NN1COCC[Si](C)(C)C)N 5-(2-amino-5-bromophenyl)-1-((2-(trimethylsilyl)ethoxy)methyl)-1H-pyrazol-4-amine